4-[(4-methoxyphenyl)amino]-2-(methylsulfanyl)pyrimidine-5-carboxylic acid COC1=CC=C(C=C1)NC1=NC(=NC=C1C(=O)O)SC